6-fluoro-benzo[d]thiazole-2-amine FC1=CC2=C(N=C(S2)N)C=C1